7-(1-(2-fluoro-6-methylphenyl)piperidin-4-yl)-5-((3-(trifluoromethyl)pyridin-2-yl)methyl)pyrido[2,3-b]pyrazin-6(5H)-one FC1=C(C(=CC=C1)C)N1CCC(CC1)C1=CC=2C(=NC=CN2)N(C1=O)CC1=NC=CC=C1C(F)(F)F